FC(C1=C2C(C(C(C2=CC=C1OC=1C=C(C#N)C=C(C1)F)(F)F)(F)F)(C)O)F 3-((4-(difluoromethyl)-1,1,2,2-tetrafluoro-3-hydroxy-3-methyl-2,3-dihydro-1H-inden-5-yl)oxy)-5-fluorobenzonitrile